2-(3-chloropropoxy)ethanol ClCCCOCCO